N1(CCCCC1)C(C(=O)[O-])CCC 2-(piperidin-1-yl)pentanoate